OC1=CC=C2[C@@]3(CC[C@]4([C@@H]5C[C@@](CC[C@@]5(CC[C@@]4(C3=CC=C2[C@]1(C)OC)C)C)(C(=O)N1CCOCC1)C)C)C (3R,4S,6bS,8aS,11R,12aR,12bS,14aR)-3-hydroxy-4-methoxy-4,6b,8a,11,12b,14a-hexamethyl-11-(morpholine-4-carbonyl)-4,6b,7,8,8a,9,10,11,12,12a,12b,13,14,14a-tetradecahydropicene